(+)-7-{1-[1-(2-Fluorophenyl)-1H-1,2,3-triazol-4-yl]propyl}-5-(4-methoxypyrimidin-5-yl)-2-methyl-7H-pyrrolo[2,3-d]pyrimidin-4-amine FC1=C(C=CC=C1)N1N=NC(=C1)C(CC)N1C=C(C2=C1N=C(N=C2N)C)C=2C(=NC=NC2)OC